3-(4-(4,4,5,5-tetramethyl-1,3,2-dioxaborolan-2-yl)-1H-pyrazol-1-yl)butan-2-ol CC1(OB(OC1(C)C)C=1C=NN(C1)C(C(C)O)C)C